1-(2-Chlorophenyl)-4-(((trans)-2-fluorocyclopropyl)amino)-7-(trifluoromethoxy)quinazolin-2(1H)-one ClC1=C(C=CC=C1)N1C(N=C(C2=CC=C(C=C12)OC(F)(F)F)N[C@H]1[C@@H](C1)F)=O